NC=1C(=NON1)C1=NC2=C(N1CC(=O)NC1=CC3=CC=CC=C3C=C1)C=CC=C2 2-(2-(4-amino-1,2,5-oxadiazol-3-yl)-1H-benzo[d]imidazol-1-yl)-N-(naphthalen-2-yl)acetamide